C(#N)C=1C=C(C=NC1)C(=O)NC1=CC2=C(N=C(S2)C2CCC(CC2)C=O)C=C1C(C)(C)O 5-Cyano-N-[2-(4-formylcyclohexyl)-5-(1-hydroxy-1-methyl-ethyl)-1,3-benzothiazol-6-yl]pyridine-3-carboxamide